2-chloro-6-methyl-9-methacryloyloxy-10-phenoxy-1,2,3,4-tetrahydroanthracene ClC1CC2=C(C3=CC=C(C=C3C(=C2CC1)OC1=CC=CC=C1)C)OC(C(=C)C)=O